5,6-dihydropyrrolo[1,2-b][1,2,4]triazole N=1C=2N(NC1)CCC2